4-fluoro-2-methyl-6-{6-[(3R)-3-[(1-methylcyclopropyl)amino]pyrrolidin-1-yl]-1,5-naphthyridin-2-yl}-1,3-benzoxazol-5-ol FC1=C(C(=CC2=C1N=C(O2)C)C2=NC1=CC=C(N=C1C=C2)N2C[C@@H](CC2)NC2(CC2)C)O